3-(benzyloxy)-N-(6-fluoropyridin-3-yl)thiophene-2-carboxamide C(C1=CC=CC=C1)OC1=C(SC=C1)C(=O)NC=1C=NC(=CC1)F